CN(C(C1=CC=C(C=C1)C1=CC2=C(CC3=C2NN=C3C3=CC=C2C=NN(C2=C3)C)S1)=O)C N,N-dimethyl-4-(3-(1-methyl-1H-indazol-6-yl)-1,4-dihydrothieno[2',3':4,5]cyclopenta[1,2-c]pyrazol-6-yl)benzamide